(E)-1-(2,4-dihydroxy-5-methylphenyl)-3-(4-fluorophenyl)prop-2-en-1-one OC1=C(C=C(C(=C1)O)C)C(\C=C\C1=CC=C(C=C1)F)=O